C(#N)C=1C=C(C=CC1F)NC(=O)C1=C(N(C(=C1C)C(C(=O)NC1(CC1)CO)=O)C)C N-(3-cyano-4-fluorophenyl)-5-(2-((1-(hydroxymethyl)cyclopropyl)amino)-2-oxoacetyl)-1,2,4-trimethyl-1H-pyrrole-3-carboxamide